BrC1=C(C2=C(N(C(N2C(C)C)=O)C2=CC(=CC=C2)OC(F)F)C=C1)Cl 5-bromo-4-chloro-1-(3-(difluoromethoxy)phenyl)-3-isopropyl-1H-benzo[d]imidazol-2(3H)-one